(1R,2R,4R)-2-(hydroxymethyl)-2-(methoxymethyl)-4-(trifluoromethyl)quinuclidin-3-one OC[C@@]1(N2CCC(C1=O)(CC2)C(F)(F)F)COC